5-(2-fluoro-phenyl)-1H-pyrrole-3-nitrile FC1=C(C=CC=C1)C1=CC(=CN1)C#N